(3AR,5r,6aS)-5-hydroxy-5-methyl-hexahydrocyclopenta[c]pyrrole-2(1H)-carboxylic acid tert-butyl ester C(C)(C)(C)OC(=O)N1C[C@@H]2[C@H](C1)CC(C2)(C)O